3-(tetrahydro-4H-thiopyran-4-ylidene)-7-(trifluoromethyl)indolin-2-one S1CCC(CC1)=C1C(NC2=C(C=CC=C12)C(F)(F)F)=O